4-((1-(4-(2-(2-aminopyridin-3-yl)-5-(dimethylamino)-3H-imidazo[4,5-b]pyridin-3-yl)benzyl)piperidin-4-yl)amino)pyrimidine-2-carbonitrile NC1=NC=CC=C1C1=NC=2C(=NC(=CC2)N(C)C)N1C1=CC=C(CN2CCC(CC2)NC2=NC(=NC=C2)C#N)C=C1